CC=1C(=NC=C(C1)C)OCC(C(=O)N[C@H]1[C@@H](CNCC1)C)(C)C 3-((3,5-dimethylpyridin-2-yl)oxy)-2,2-dimethyl-N-(trans-3-methylpiperidin-4-yl)propionamide